BrC=1N=C(C=2N(C1C)C(=CN2)I)N2[C@H]([C@@H](C2)O)C (2S,3R)-1-(6-bromo-3-iodo-5-methyl-imidazo[1,2-a]pyrazin-8-yl)-2-methyl-azetidin-3-ol